N[C@H]1C[C@H](N(CC1)C(=O)N1CC2(CCCC2)[C@@H](CC1)CN1C=NC(=CC1=O)C1=C(C=CC=C1)C)C1=CC(=CC=C1)F 3-(((R)-7-((2S,4R)-4-Amino-2-(3-fluorophenyl)piperidine-1-carbonyl)-7-azaspiro[4.5]decan-10-yl)methyl)-6-(o-tolyl)pyrimidin-4(3H)-one